tert-Butyl N-[(1R,5S,8s)-3-(6-methoxypyridazin-4-yl)-3-azabicyclo[3.2.1]octan-8-yl]carbamate COC1=CC(=CN=N1)N1C[C@H]2CC[C@@H](C1)C2NC(OC(C)(C)C)=O